CC=1C=CC(=C(C1)N1/C(/SCC1=O)=N/C(=O)NC1=CC=C(C=C1)N1N=C(N=C1)C1=CC=C(C=C1)OC(F)(F)F)OCCC(F)(F)F (Z)-1-(3-(5-methyl-2-(3,3,3-trifluoropropoxy)phenyl)-4-oxothiazolidin-2-ylidene)-3-(4-(3-(4-(trifluoromethoxy)phenyl)-1H-1,2,4-triazol-1-yl)phenyl)urea